C(C)(C)(C)OC(CN1N=C(C(=C1)C1=C(C(=C(C=C1)B1OC(C(O1)(C)C)(C)C)F)F)C)=O.O1CCC(CC1)C=1C(=C(N)C=CC1)OCC(F)(F)F 3-(tetrahydro-2H-pyran-4-yl)-2-(2,2,2-trifluoroethoxy)aniline tert-butyl-2-[4-[2,3-difluoro-4-(4,4,5,5-tetramethyl-1,3,2-dioxaborolan-2-yl)phenyl]-3-methyl-pyrazol-1-yl]acetate